1-(3-fluoro-4-(((6-(piperidin-4-yl)pyridin-2-yl)oxy)methyl)phenyl)-2-methylpropane FC=1C=C(C=CC1COC1=NC(=CC=C1)C1CCNCC1)CC(C)C